ClC1=C(C=C(OCCCN2C(=CC(=C2)N(C2=CC=CC3=CC=CC=C23)CC2=CC(=CC=C2)Cl)C(=O)O)C=C1C)C 1-(3-(4-chloro-3,5-dimethylphenoxy)propyl)-4-((3-chlorobenzyl)(naphthalen-1-yl)amino)-1H-pyrrole-2-carboxylic acid